C(C)[P@@](=O)(C)C1=C(C=NC=C1)NC1=C(C=C(C=C1)C#C)F 4-[(S)-ethyl-(methyl)phosphoryl]-N-(4-ethynyl-2-fluorophenyl)pyridin-3-amine